m-fluorotrifluoromethyl-benzene FC=1C=C(C=CC1)C(F)(F)F